4-[1-(4-fluorophenyl)-4-hydroxy-2-tetrahydropyran-4-yl-indol-3-yl]Benzoic acid FC1=CC=C(C=C1)N1C(=C(C2=C(C=CC=C12)O)C1=CC=C(C(=O)O)C=C1)C1CCOCC1